2-benzyl-5-cyclopropyl-pyrazole-3-carbaldehyde C(C1=CC=CC=C1)N1N=C(C=C1C=O)C1CC1